cyclopropyl-3-((1-(5-fluoro-1H-pyrrolo[2,3-b]pyridin-3-yl)-6-oxo-1,6-dihydropyridazin-3-yl)amino)propionic acid C1(CC1)C(C(=O)O)CNC1=NN(C(C=C1)=O)C1=CNC2=NC=C(C=C21)F